ClC=1C=CC(=C(C1)C1=CC=C(S1)[C@@H](C)NC(=O)C1=NN(C(C=C1)=O)C1=C(C=CC=C1)F)C=O N-[(1R)-1-[5-(5-chloro-2-formyl-phenyl)-2-thienyl]ethyl]-1-(2-fluorophenyl)-6-oxo-pyridazine-3-carboxamide